C(=C\CCC)/C=1C=C(C=CC1)B(O)O (E)-(3-(pent-1-en-1-yl)phenyl)boronic acid